O=C1NC(=NC2=CC=CC=C12)C12CN(C(C1)C2)C(=O)OC(C)(C)C tert-butyl 4-(4-oxo-3,4-dihydroquinazolin-2-yl)-2-azabicyclo[2.1.1]hexane-2-carboxylate